COC(C1=C(C=C(C(=C1)OCCCNC(CC1=CC=C(C=C1)C(F)(F)F)=O)OC)[N+](=O)[O-])=O 4-methoxy-5-(3-(2-(4-(trifluoromethyl)phenyl)acetamido)propoxy)-2-nitrobenzoic acid methyl ester